FC(OC1=CC(=C(C=O)C(=C1)O)F)F 4-(difluoromethoxy)-2-fluoro-6-hydroxybenzaldehyde